N1C(COCC1=O)=O morpholin-3,5-dione